C[C@@H]1CN(C[C@@H](N1)C)C1=CC=CC(=N1)C(C)NC=1C2=C(N=CN1)NC=C2C=2C=NN(C2)C N-(1-(6-((3R,5S)-3,5-Dimethylpiperazin-1-yl)pyridin-2-yl)ethyl)-5-(1-methyl-1H-pyrazol-4-yl)-7H-pyrrolo[2,3-d]pyrimidin-4-amine